NC(C(=O)N1CCN(CC1)C=1N=C(C=2C(N1)=CN(N2)C)N[C@H](C)C2=C(C=C(C=C2)Cl)Cl)(C)C 2-amino-1-[4-(7-{[(1R)-1-(2,4-dichlorophenyl)ethyl]amino}-2-methylpyrazolo[4,3-d]pyrimidin-5-yl)piperazin-1-yl]-2-methylpropan-1-one